2-(1-(2,6-Dioxopiperidin-3-yl)-3-methyl-2-oxo-2,3-dihydro-1H-benzo[d]imidazol-5-yl)acetic acid O=C1NC(CCC1N1C(N(C2=C1C=CC(=C2)CC(=O)O)C)=O)=O